C1(CC1)C1=NC=CC(=C1)C=1N=C(C2=C(N1)[C@@]1(C=C(C([C@@H]([C@H]1C2)C)=O)C#N)C)C2=C(C=CC=C2)F (5aR,6R,9aS)-2-(2-cyclopropylpyridin-4-yl)-4-(2-fluorophenyl)-6,9a-dimethyl-7-oxo-5a,6,7,9a-tetrahydro-5H-indeno[1,2-d]pyrimidine-8-carbonitrile